6-(4-amino-4-methylpiperidin-1-yl)-3-(3,4-difluorophenyl)-1H-pyrazolo[3,4-b]pyridin-4-ol NC1(CCN(CC1)C=1C=C(C2=C(N1)NN=C2C2=CC(=C(C=C2)F)F)O)C